trans-4-(acetylmethylamino)-N-[5'-[4-(1-aminocyclobutyl)phenyl][2,4'-bipyridin]-2'-yl]cyclohexaneacetamide C(C)(=O)N([C@@H]1CC[C@H](CC1)CC(=O)NC1=NC=C(C(=C1)C1=NC=CC=C1)C1=CC=C(C=C1)C1(CCC1)N)C